5-((5-(3,4-difluorophenyl)pyridin-3-yl)oxy)-2-(1-(1-(methylsulfonyl)piperidin-4-yl)ethoxy)benzonitrile FC=1C=C(C=CC1F)C=1C=C(C=NC1)OC=1C=CC(=C(C#N)C1)OC(C)C1CCN(CC1)S(=O)(=O)C